2-[2-[2,2-bis[(2-carboxybenzoyl)oxymethyl]butoxymethyl]-2-[(2-carboxybenzoyl)oxymethyl]butoxy]carbonylbenzoic acid C(=O)(O)C1=C(C(=O)OCC(COCC(COC(=O)C2=C(C(=O)O)C=CC=C2)(CC)COC(C2=C(C=CC=C2)C(=O)O)=O)(CC)COC(C2=C(C=CC=C2)C(=O)O)=O)C=CC=C1